FC1=CC=C(COC2=C(C#N)C=C(C=C2)C2=NC=C3C(=N2)NNC3=O)C=C1 2-(4-fluorobenzyl)oxy-5-(3-oxo-2,3-dihydro-1H-pyrazolo[3,4-d]pyrimidin-6-yl)benzonitrile